ClC1=C(C=C(C(=O)N2CCC(CC2)COCCN2CCN(CC2)C(=O)[O-])C=C1)N1C(NC(CC1)=O)=O 4-(2-((1-(4-Chloro-3-(2,4-dioxotetrahydropyrimidin-1(2H)-yl)benzoyl)piperidin-4-yl)methoxy)ethyl)piperazine-1-carboxylate